C1(=CC=CC=C1)C(C(=O)O)(CCCCCCCC)C1=CC=CC=C1 2,2-Diphenyldecanoic acid